ClC=1C=C2C(=CN=C(C2=CN1)N1C(CC1)C)C=1C(=NC=CC1)F 6-chloro-4-(2-fluoropyridin-3-yl)-1-(2-methylazetidin-1-yl)-2,7-naphthyridine